C1(=CC=CC=C1)C1=C(C(=CC(=C1)C1=CC=CC=C1)C1=CC=CC=C1)C1=CC(=CC=C1)N(C1=CC=C(C=C1)C1=CC=C(C=C1)C1=CC=CC=C1)C1=C(C=CC=C1)C1=CC=CC2=CC=CC=C12 (3',5'-diphenyl-1,1':2',1''-terphenyl-3''-yl)-(2-naphthalen-1-yl-phenyl)-(1,1':4',1''-terphenyl-4-yl)-amine